2-hydroxy-3-(4-hydroxy-3-methoxyphenyl)-2-(3-hydroxy-2-oxo-tetrahydrofuran-3-yl)propanoic acid OC(C(=O)O)(CC1=CC(=C(C=C1)O)OC)C1(C(OCC1)=O)O